C1(CC1)C(=O)N1CCC(CC1)N1N=CC(=C1)NC1=NC=C(C(=N1)C1=CC=C(C(=O)N)C=C1)C 4-(2-((1-(1-(cyclopropanecarbonyl)piperidin-4-yl)-1H-pyrazol-4-yl)amino)-5-methylpyrimidin-4-yl)benzamide